(R)-3-(((6-(methyl(4-(tetrahydro-2H-pyran-4-yl)phenyl)amino)-1,2,3,4-tetrahydro-isoquinolin-1-yl)methyl)amino)isonicotinic acid CN(C=1C=C2CCN[C@H](C2=CC1)CNC1=C(C(=O)O)C=CN=C1)C1=CC=C(C=C1)C1CCOCC1